ClC=1C=CC(=NC1)C(=O)NC=1C(=NC=CC1C1=C(C=CC(=C1)F)F)N1C[C@H](CC1)F (S)-5-chloro-N-(4-(2,5-difluorophenyl)-2-(3-fluoropyrrolidin-1-yl)pyridin-3-yl)picolinamide